NC=1C(=C2N(N=C(C(=C2)C2CCCC2)C)C1C1=C(C(=CC=C1C)OC)C)C#N 6-amino-3-cyclopentyl-7-(3-methoxy-2,6-dimethylphenyl)-2-methylpyrrolo[1,2-b]pyridazine-5-carbonitrile